C1(CCC1)CNCC=1NC2=CC(=CC=C2C1)CN1C(C2=CN=CC(=C2C=C1)N1CC2(COC2)C1)=O 2-[[2-[(cyclobutylmethylamino)methyl]-1H-indol-6-yl]methyl]-5-(2-oxa-6-azaspiro[3.3]heptan-6-yl)-2,7-naphthyridin-1-one